1,6-bis(2,2,6,6-tetramethyl-4-piperidinylamino)hexane CC1(NC(CC(C1)NCCCCCCNC1CC(NC(C1)(C)C)(C)C)(C)C)C